5-(((6-bromopyridin-3-yl)methylidene)amino)-N-(4-(chlorodifluoromethoxy)Phenyl)-6-(3-hydroxypyrrolidin-1-yl)nicotinamide BrC1=CC=C(C=N1)C=NC=1C(=NC=C(C(=O)NC2=CC=C(C=C2)OC(F)(F)Cl)C1)N1CC(CC1)O